3-(bromomethyl)-1-methylazetidine BrCC1CN(C1)C